C[C@H](CCCC(C)C)[C@H]1CC[C@@H]2[C@@]1(CCC3=C2CC[C@@H]4[C@@]3(CCC(=O)C4)C)C The molecule is a cholestanoid that is 5alpha-cholest-8-ene substituted at position 3 by an oxo group. It is a 3-oxo steroid and a cholestanoid.